ClC=1C(=CC(=NC1)OC)[C@H](C(=O)N1C[C@@H]([C@@H](C1)NC1=NC(=C(C=C1)C1=NC=CC=N1)C)C)C (R)-2-(5-chloro-2-methoxypyridin-4-yl)-1-((3S,4S)-3-methyl-4-(6-methyl-5-(pyrimidin-2-yl)pyridin-2-ylamino)pyrrolidin-1-yl)propan-1-one